3-(3-bromo-5-fluoro-4-methoxyphenyl)prop-2-en-1-ol BrC=1C=C(C=C(C1OC)F)C=CCO